C(C)(C)(C)OC(=O)N(C=1SC=C(N1)C)C(=O)OC(C)(C)C N,N-bis-t-butoxycarbonyl-4-methyl-1,3-thiazol-2-amine